(4-bromo-2-nitrophenyl)methanamine BrC1=CC(=C(C=C1)CN)[N+](=O)[O-]